Cl.FC1=C(C=CC(=C1F)OC)C1=CN=C2N1C=CN=C2NC2=CC(=C(C(=O)N1CCN(CC1)C(=O)[C@H]1NC[C@H](C1)F)C=C2)C (4-(4-((3-(2,3-difluoro-4-methoxy-phenyl)imidazo[1,2-a]pyrazin-8-yl)amino)-2-methyl-benzoyl)piperazin-1-yl)((2S,4S)-4-fluoropyrrolidin-2-yl)methanone hydrochloride